FC(C(=O)O)(F)F.C(#N)CC(N1N=CC(=C1)C=1C2=C(N=CN1)NC=C2)C=2C=C(C(=O)NC1=CC(=CC=C1)OC)C=CC2 3-{2-cyano-1-[4-(7H-pyrrolo-[2,3-d]pyrimidin-4-yl)-1H-pyrazol-1-yl]ethyl}-N-(3-methoxyphenyl)benzamide trifluoroacetate